FC1=C(C=C(C=C1)C1(CCC1)C#N)[N+](=O)[O-] 1-(4-fluoro-3-nitrophenyl)cyclobutane-1-carbonitrile